ClC1=C(C=CC=C1C1=NC(=C(C=C1)C=O)OC)C1=C2C=NN(C2=CC=C1)C1=CC(=C(C=N1)CN(C(OC(C)(C)C)=O)CCO)OC tert-butyl ((6-(4-(2-chloro-3-(5-formyl-6-methoxypyridin-2-yl)phenyl)-1H-indazol-1-yl)-4-methoxypyridin-3-yl)methyl)(2-hydroxyethyl)carbamate